(2-(1-(5-(5-(difluoromethyl)-1H-pyrazol-3-yl)-1,2,4-oxadiazol-3-yl)cyclopropyl)phenyl)methanol FC(C1=CC(=NN1)C1=NC(=NO1)C1(CC1)C1=C(C=CC=C1)CO)F